(rac)-((1s,3s)-3-Hydroxy-3-methylcyclobutyl)(6-(3-methyl-4-(trifluoromethoxy)phenyl)-2-azaspiro[3.4]octan-2-yl)methanon OC1(CC(C1)C(=O)N1CC2(C1)C[C@@H](CC2)C2=CC(=C(C=C2)OC(F)(F)F)C)C |r|